C(CC(C)C)CC(=O)O.C(C)OC(CCCCCCCCCCCCC)=O.C(CCCCCCCCCCCCCCC)(=O)OCC Ethyl palmitate Ethyl-tetradecanoate Isoamyl-acetate